2-(3-(4-bromophenyl)-2-oxotetrahydropyrimidin-1(2H)-yl)-4-methylthiazole-5-sulfonic acid BrC1=CC=C(C=C1)N1C(N(CCC1)C=1SC(=C(N1)C)S(=O)(=O)O)=O